C(C)OC(\C=C\CC(C)C1=CC=C(C=C1)Br)=O (E)-5-(4-bromophenyl)hex-2-enoic acid ethyl ester